4-methoxy-N-[(1S,2S,3S,5R)-2,6,6-trimethylnorpinan-3-yl]-1H-pyrrolo[2,3-b]pyridine-2-carboxamide COC1=C2C(=NC=C1)NC(=C2)C(=O)N[C@@H]2[C@H]([C@H]1C([C@@H](C2)C1)(C)C)C